N-(2-hydroxyethyl)-5-(4-(trifluoromethyl)phenyl)-2-naphthamide OCCNC(=O)C1=CC2=CC=CC(=C2C=C1)C1=CC=C(C=C1)C(F)(F)F